(S)-6-(((3aS,7aR)-3a-fluoro-1-oxooctahydro-5H-pyrrolo[3,4-c]pyridin-5-yl)methyl)-4-(3-fluoro-2-methylphenyl)-2-(thiazol-2-yl)-1,4-dihydropyrimidine-5-carboxylic acid ethyl ester C(C)OC(=O)C=1[C@@H](N=C(NC1CN1C[C@@]2([C@H](CC1)C(NC2)=O)F)C=2SC=CN2)C2=C(C(=CC=C2)F)C